CN1C2=C(OC[C@@H](C1=O)NC(C1=NC=CC(=C1)OC1=CC=CC=C1)=O)C=CC(=C2)C#CC(=C)C (S)-N-(5-Methyl-7-(3-methylbut-3-en-1-yn-1-yl)-4-oxo-2,3,4,5-tetrahydrobenzo[b][1,4]oxazepin-3-yl)-4-phenoxypicolinamid